FC(CNC(=O)C1=C(C=CC=C1OC)C1(C=C(NC1)C(=O)[O-])C1=C(C=C(C=C1)[N+](=O)[O-])C)(C)C 4-(((2-fluoro-2-methylpropyl) carbamoyl)-3-methoxyphenyl)-4-(2-methyl-4-nitrophenyl)-1H-pyrrole-2-carboxylate